BrC=1C=C2C[C@@H](CC2=CC1)C(=O)O (R)-5-bromo-2,3-dihydro-1H-indene-2-carboxylic acid